2-(4-dimethylamino-phenyl)-1H-benzoimidazole-5-carboxylic Acid (3-chloro-phenyl)-amide ClC=1C=C(C=CC1)NC(=O)C1=CC2=C(NC(=N2)C2=CC=C(C=C2)N(C)C)C=C1